tert-butyl (R)-(9-(2-bromo-6-(3-((tert-butoxycarbonyl)amino)-3-cyanopyrrolidin-1-yl)-4-chlorobenzyl)-9H-purin-6-yl)carbamate BrC1=C(CN2C3=NC=NC(=C3N=C2)NC(OC(C)(C)C)=O)C(=CC(=C1)Cl)N1C[C@](CC1)(C#N)NC(=O)OC(C)(C)C